4-[(2S)-5-(benzyloxy)-1-(tert-butoxy)-1,5-dioxopentan-2-yl]-10-[2-(tert-butoxy)-2-oxoethyl]-1,4,7,10-tetraazacyclododecane-1,7-dicarboxylic acid 1,7-diphenylmethyl ester C1(=CC=CC=C1)COC(=O)N1CCN(CCN(CCN(CC1)CC(=O)OC(C)(C)C)C(=O)OCC1=CC=CC=C1)[C@H](C(=O)OC(C)(C)C)CCC(=O)OCC1=CC=CC=C1